6,9-bis(carboxylatomethyl)-3-(2-(octadecylamino)-2-oxoethyl)-11-oxo-3,6,9,12-tetraazatriacontanoat C(=O)([O-])CN(CCN(CC(=O)[O-])CC(=O)NCCCCCCCCCCCCCCCCCC)CCN(CC(NCCCCCCCCCCCCCCCCCC)=O)CC(=O)[O-]